trans-4-cyclohexene-1,2-dicarboxylic acid dipentyl ester C(CCCC)OC(=O)[C@H]1[C@@H](CC=CC1)C(=O)OCCCCC